ClC=1C=C(C=C(C1F)Cl)NC(N(C)C(C)C1=CNC(C2=CC(=C(C=C12)F)F)=O)=O 3-(3,5-Dichloro-4-fluorophenyl)-1-(1-(6,7-difluoro-1-oxo-1,2-dihydroisoquinolin-4-yl)ethyl)-1-methylurea